COC1=C(C(=CC(=C1)C)C)C1=CC2=C(N=N1)C=CN2C(=O)OC(C)(C)C tert-butyl 3-(2-methoxy-4,6-dimethyl-phenyl)pyrrolo[3,2-c]pyridazine-5-carboxylate